C(C)C=1C(NC2=CC(=CN=C2C1)CN1CCC(=CC1)C1=NN=CN1C)=O 3-ethyl-7-((4-(4-methyl-4H-1,2,4-triazol-3-yl)-3,6-dihydropyridin-1(2H)-yl)methyl)-1,5-naphthyridin-2(1H)-one